di(methylcyclopentyl)adipate CC1(CCCC1)OC(CCCCC(=O)OC1(CCCC1)C)=O